BrC=1N=C(N2C1C(=NC=C2)N)C=2CCCN2 1-bromo-3-(3,4-dihydro-2H-pyrrol-5-yl)imidazo[1,5-a]-pyrazin-8-amine